BrC=1C(=C(C=CC1F)CNC(OC(C)(C)C)=O)O tert-Butyl N-[(3-bromo-4-fluoro-2-hydroxyphenyl)methyl]carbamate